methyl 1-(2,2-difluoroethyl)-6-iodo-1H-benzo[d]imidazole-4-carboxylate FC(CN1C=NC2=C1C=C(C=C2C(=O)OC)I)F